C(C)(C)(C)C1N(CCN(C1)C=1C(=NC(=CC1)C(=O)OC)Br)C(=O)O.C(C)(=O)N([C@@](CSC1=CC=CC=C1)(C(=O)O)[2H])[2H] N-acetyl-S-(phenyl)-L-cysteine-d2 tert-Butyl-4-(2-bromo-6-(methoxycarbonyl)pyridin-3-yl)piperazine-1-carboxylate